CSC=1N=NC(=C(N1)N1CCOCC1)C(=O)OCC ethyl 3-(methylthio)-5-morpholino-1,2,4-triazine-6-carboxylate